S1C2=C(C=C1)C=C(C=C2)CCNC2=CC(=NC=N2)C=2C=CC1=C(C=CO1)C2 5-[6-(2-Benzo[b]thiophen-5-yl-ethylamino)-pyrimidin-4-yl]-benzofuran